1,2-bis(tetrahydro-2H-pyran-2-yloxy)benzene O1C(CCCC1)OC1=C(C=CC=C1)OC1OCCCC1